2-[2-[1-(fluoromethyl)-2-oxabicyclo[2.1.1]hexan-4-yl]pyrazolo[3,4-b]pyridin-6-yl]-3-methyl-5-(trifluoromethyl)phenol FCC12OCC(C1)(C2)N2N=C1N=C(C=CC1=C2)C2=C(C=C(C=C2C)C(F)(F)F)O